OC(C)C=1C=CC(=NC1)N(C(OC(C)(C)C)=O)CC(F)(F)F tert-Butyl (5-(1-hydroxyethyl)pyridin-2-yl)(2,2,2-trifluoroethyl)carbamate